ClC=1C(=NC(=NC1)N[C@@H]1C[C@@H](C1)OC)C1=CC=C2CN(C(C2=C1)=O)[C@@H](C(=O)N[C@H](CO)C1=CC(=CC(=C1)OC)F)C (2R)-2-[6-(5-chloro-2-{[cis-3-methoxycyclobutyl]amino}pyrimidin-4-yl)-1-oxo-2,3-dihydro-1H-isoindol-2-yl]-N-[(1S)-1-(3-fluoro-5-methoxyphenyl)-2-hydroxyethyl]propionamide